C(CCCC)C1CCC(CC1)C1=CC=C(C=C1)C1=CC=CC=C1 4-(4-pentylcyclohexyl)-1,1'-biphenyl